N-[2-(1-benzylpiperidin-4-yl)ethyl]-1-[3-cyano-5-(trifluoromethoxy)phenyl]piperidine-4-carboxamide C(C1=CC=CC=C1)N1CCC(CC1)CCNC(=O)C1CCN(CC1)C1=CC(=CC(=C1)OC(F)(F)F)C#N